C(C)(C)(C)C1=NC(=NO1)C(=O)NCC1=C(C(=C(C=C1)C1=NC=NN2C1=CC(=C2)N2CCOCC2)F)Cl 5-(tert-butyl)-N-(2-chloro-3-fluoro-4-(6-morpholinopyrrolo[2,1-f][1,2,4]triazin-4-yl)benzyl)-1,2,4-oxadiazole-3-carboxamide